C12CCCCC2O1 7-oxabicyclo(4.1.0)heptane